(1s,4s)-4-((2-bromo-4,6-dihydroxybenzyl)amino)-N-(3-methoxy-4-methylphenyl)cyclohexane-1-carboxamide BrC1=C(CNC2CCC(CC2)C(=O)NC2=CC(=C(C=C2)C)OC)C(=CC(=C1)O)O